trifluoromethyl-sulfonic acid FC(F)(F)S(=O)(=O)O